BrC1=C(C=CC=C1)N1C2=CC=CC=C2SC=2C=CC=CC12 10-(2-bromophenyl)-10H-phenothiazine